Methyl 4-bromo-2,3-dimethoxybenzoate BrC1=C(C(=C(C(=O)OC)C=C1)OC)OC